4-amino-N-(2-(2-(2-((2-(2,6-dioxopiperidin-3-yl)-1,3-dioxoisoindolin-4-yl)amino)ethoxy)ethoxy)ethyl)piperidine-1-sulfonamide NC1CCN(CC1)S(=O)(=O)NCCOCCOCCNC1=C2C(N(C(C2=CC=C1)=O)C1C(NC(CC1)=O)=O)=O